The molecule is an L-alpha-amino acid anion arsing from deprotonation of the carboxy and phosphate OH groups of 4-phospho-L-aspartic acid. It has a role as a Saccharomyces cerevisiae metabolite. It derives from a L-aspartate(2-). It is a conjugate base of a 4-phospho-L-aspartic acid. C([C@@H](C(=O)[O-])N)C(=O)OP(=O)([O-])[O-]